2-[2-fluoro-4-(1-hydroxy-1-methyl-ethyl)phenyl]-4-[[5-(4-hydroxy-1-piperidyl)-2-pyridyl]amino]-6H-1,6-naphthyridin-5-one FC1=C(C=CC(=C1)C(C)(C)O)C1=NC=2C=CNC(C2C(=C1)NC1=NC=C(C=C1)N1CCC(CC1)O)=O